CN(C(O)=O)C(C(F)(F)F)CC1=CC=CC=C1.N1C=NC=2N=CNC2C1=O Hypoxanthin methyl-(1,1,1-trifluoro-3-phenylpropan-2-yl)carbamate